2-((3,5-dicyano-4-ethyl-6-((S)-3-hydroxypyrrolidin-1-yl)pyridin-2-yl)sulfanyl)-2-(4-fluorophenyl)acetamide C(#N)C=1C(=NC(=C(C1CC)C#N)N1C[C@H](CC1)O)SC(C(=O)N)C1=CC=C(C=C1)F